CN(C1=NC(=CC(=N1)C)N1CCN(CC1)CC1=CN=C(S1)C1=CC=CC=C1)C N,N,4-trimethyl-6-{4-[(2-phenyl-1,3-thiazol-5-yl)methyl]piperazin-1-yl}pyrimidin-2-amine